C(CC)C(CCOC(CCCCC)=O)CCC 3-propylhexyl-3-propylpropionate